FC1=CC=C(C=C1)[C@@H]1N(CCC2=CC=CC=C12)C(=O)C1CC(C1)([N+](=O)[O-])CO ((S)-1-(4-fluorophenyl)-3,4-dihydroisoquinolin-2(1H)-yl)(cis-3-(hydroxymethyl)-3-nitrocyclobutyl)methanone